7-(3-chlorobenzyl)-2-(5-methyl-2-((1-methyl-1H-pyrazol-5-yl)amino)pyrimidin-4-yl)-6,7-dihydroimidazo[1,2-a]pyrazin-8(5H)-one ClC=1C=C(CN2C(C=3N(CC2)C=C(N3)C3=NC(=NC=C3C)NC3=CC=NN3C)=O)C=CC1